ClC1=NC(=C2N=CN(C2=N1)CC)N1CCOCC1 4-(2-chloro-9-ethyl-9H-purin-6-yl)morpholine